6-bromo-2-chloropyridine BrC1=CC=CC(=N1)Cl